ClC1=CC=C(CN2C3(CN(C3)C(=O)N)C(N(CC2=O)C2CCC(CC2)C)=O)C=C1 5-(4-chlorobenzyl)-8-(4-methylcyclohexyl)-6,9-dioxo-2,5,8-triazaspiro[3.5]nonane-2-carboxamide